dimethylmethylene[1-(4-tert-butyl-2-methyl-cyclopentadienyl)](fluoren-9-yl)zirconium dichloride [Cl-].[Cl-].CC(C)=[Zr+2]C1C2=CC=CC=C2C=2C=CC=C(C12)C1C(=CC(=C1)C(C)(C)C)C